O=C1N(C=CC(N1)=O)[C@H]1C(C([C@H](O1)CO)OCC(=O)N(CCCCCCCC)CCCCCCCC)O 2-[(2R,5R)-5-(2,4-dioxopyrimidin-1-yl)-4-hydroxy-2-(hydroxymethyl)tetrahydrofuran-3-yl]oxy-N,N-dioctyl-acetamide